C(C)(C)[C@]1(C[C@@H](CC1)N[C@@H]1[C@@H](COCC1)OC)C=O ((1S,3R)-1-isopropyl-3-(((3S,4S)-3-methoxytetrahydro-2H-pyran-4-yl)amino)cyclopentyl)methanone